N-Bocbenzylamine C(=O)(OC(C)(C)C)NCC1=CC=CC=C1